racemic-3-cyano-5-methylhexanoic acid C(#N)[C@@H](CC(=O)O)CC(C)C |r|